tert-Butyl ((3-methylpyrrolidin-3-yl)methyl)carbamate CC1(CNCC1)CNC(OC(C)(C)C)=O